1-Boc-4-(fluoromethylene)-3-methylpiperidine-3-carboxylic acid C(=O)(OC(C)(C)C)N1CC(C(CC1)=CF)(C(=O)O)C